(S)-2-amino-1-(3,5-dimethoxyphenyl)ethane-1-ol NC[C@@H](O)C1=CC(=CC(=C1)OC)OC